Oxetan-3-yl carbamate C(N)(OC1COC1)=O